N[C@@H](CCCCCC(=O)C=1OC=CN1)C1=NN(C=C1)C1=CC2=CN(N=C2C=C1)C (7S)-7-amino-7-[1-(2-methyl-2H-indazol-5-yl)-1H-pyrazol-3-yl]-1-(1,3-oxazol-2-yl)heptan-1-one